FC1(CCN(CC1)C(CC1=NC=2C(=C3C(=NC2)NC=C3)N1C1CCC(CC1)CC#N)=O)F 2-((1r,4r)-4-(2-(2-(4,4-Difluoropiperidin-1-yl)-2-oxoethyl)imidazo[4,5-d]pyrrolo[2,3-b]pyridin-1(6H)-yl)cyclohexyl)acetonitrile